C1(CC1)C1=NC=C(C(=N1)C(=O)OCC)C1=CC=CC=C1 Ethyl 2-Cyclopropyl-5-phenylpyrimidine-4-carboxylate